O1COC2=C1C=CC(=C2)N(C2CCN(CC2)C(=O)N2N=NC1=C2C=CC(=C1)C#N)C1=CC=C(C=C1)F 1-(4-(benzo[d][1,3]dioxol-5-yl(4-fluorophenyl)amino)piperidine-1-carbonyl)-1H-benzo[d][1,2,3]triazole-5-carbonitrile